FC1=C(CN2[C@@H](CCC2=O)CC(=O)N[C@@H](C(C)C)C(=O)OC2CCCCC2)C=CC=C1F Cyclohexyl (2-((S)-1-(2,3-difluorobenzyl)-5-oxopyrrolidin-2-yl)acetyl)-L-valinate